(S)-1,1,1-trifluoro-2-aminopropane FC([C@H](C)N)(F)F